Cl.NCC1=NOC(C1)C(=O)OCC ethyl 3-(aminomethyl)-4,5-dihydroisoxazole-5-carboxylate hydrochloride